ClC=1C=C(OC=2C(N(C=CC2C(F)(F)F)CC2=NNC(N2C)=O)=O)C=C(C1)C=1OC=CC1 3-(3-chloro-5-(furan-2-yl)phenoxy)-1-((4-methyl-5-oxo-4,5-dihydro-1H-1,2,4-triazol-3-yl)methyl)-4-(trifluoromethyl)pyridin-2(1H)-one